1-phenyl-2-propynol C1(=CC=CC=C1)C(C#C)O